(Dimethylamino)-6-[(4-methylbenzyl)amino]-9-(tetrahydro-2H-pyran-2-yl)-9H-purine CN(C)C1=NC(=C2N=CN(C2=N1)C1OCCCC1)NCC1=CC=C(C=C1)C